N[C@@H]1CN(CC[C@H]1F)C1=NC2=C(N1CC(=O)NC1CCC1)C=C(C=C2)F 2-(2-((3R,4R)-3-Amino-4-fluoropiperidin-1-yl)-6-fluoro-1H-benzo[d]imidazol-1-yl)-N-cyclobutylacetamid